N-(2-(azetidin-1-yl)ethyl)-3-(3-methoxybenzyl)-8-methylquinoxalin-2-amine N1(CCC1)CCNC1=NC2=C(C=CC=C2N=C1CC1=CC(=CC=C1)OC)C